perfluoroisoheptene C(=C(F)F)(C(C(C(C(F)(F)F)(C(F)(F)F)F)(F)F)(F)F)F